5-fluoro-4-(4,4,5,5-tetramethyl-1,3,2-dioxaborolan-2-yl)isoindoline-2-carboxylic acid tert-butyl ester C(C)(C)(C)OC(=O)N1CC2=CC=C(C(=C2C1)B1OC(C(O1)(C)C)(C)C)F